FC=1C=C(C=CC1)C1=C(N=C2N(C1=O)C(=CS2)C)[C@H](C)NN (S)-6-(3-fluorophenyl)-7-(1-hydrazinoethyl)-3-methyl-5H-thiazolo[3,2-a]Pyrimidin-5-one